CC(C=O)CC1=CC=C(C=C1)OC 2-methyl-3-(para-methoxyphenyl)propanal